N-(4-(benzo[d]thiazol-2-ylthio)phenyl)pyrrolidine-1-carboxamide S1C(=NC2=C1C=CC=C2)SC2=CC=C(C=C2)NC(=O)N2CCCC2